((5-(4-(Trifluoromethyl)phenyl)oxazol-2-yl)amino)pyridin-3-ol FC(C1=CC=C(C=C1)C1=CN=C(O1)NC1=NC=CC=C1O)(F)F